1-(3-(aminomethyl)phenyl)-N-(3-((cyclopropylmethylamino)(4-(methylsulfonyl)phenyl)methyl)phenyl)-3-(trifluoromethyl)-1H-pyrazole-5-carboxamide NCC=1C=C(C=CC1)N1N=C(C=C1C(=O)NC1=CC(=CC=C1)C(C1=CC=C(C=C1)S(=O)(=O)C)NCC1CC1)C(F)(F)F